C1(=CC(=CC=C1)C1(C2=C(B(O1)O)C=C(C=C2)OC)C(=O)OC)C2=CC=CC=C2 methyl 3-([1,1'-biphenyl]-3-yl)-1-hydroxy-6-methoxy-1,3-dihydrobenzo[c][1,2]oxaborole-3-carboxylate